C(C)(=O)N1CC2(C1)CC(=CC2)C=2N=C(N1C2C=CC(=C1)S(=O)(=O)NC1(CC1)C#N)C=1SC(=NN1)C(F)F 1-(2-acetyl-2-azaspiro[3.4]oct-6-en-6-yl)-N-(1-cyanocyclopropyl)-3-(5-(difluoromethyl)-1,3,4-thiadiazol-2-yl)imidazo[1,5-a]pyridine-6-sulfonamide